NC=1C=CC(=C(C(=O)NC2(CC2)C2=CC=CC3=CC=CC=C23)C1)C 5-Amino-2-methyl-N-(1-(naphthalen-1-yl)cyclopropyl)benzamide